BrC(=CC1=C(C=CC(=C1)F)[N+](=O)[O-])Br 2-(2,2-dibromovinyl)-4-fluoro-1-nitro-benzene